N-(6-(5-chloro-6-fluoro-7-(1-fluoroethyl)-1H-indazol-4-yl)imidazo[1,2-a]pyrazin-2-yl)-2-fluorocyclopropane-1-carboxamide ClC=1C(=C2C=NNC2=C(C1F)C(C)F)C=1N=CC=2N(C1)C=C(N2)NC(=O)C2C(C2)F